FC(OC1=C(C=CC=C1)C1=NN2C(=NC=3C=CC=CC3C2=N1)NC=1C(N=CC=CC1)=O)F (3R)-3-({2-[2-(difluoromethoxy)phenyl][1,2,4]triazolo[1,5-c]quinazolin-5-yl}amino)azepin-2-one